N2-(2,2-difluoroethyl)-4-methyl-N5-((R)-2-(((S)-11-oxo-2,3,10,11-tetrahydro-1H,5H-benzo[d]pyrazolo[1,2-a][1,2]diazepin-10-yl)carbamoyl)butyl)thiazole-2,5-dicarboxamide FC(CNC(=O)C=1SC(=C(N1)C)C(=O)NC[C@@H](CC)C(N[C@H]1C2=C(CN3N(C1=O)CCC3)C=CC=C2)=O)F